C1=NNC=2C=CC3=C(C12)C=CC=CC=CC=CC=CC=NN(N=N3)C(=O)N tetraazacycloheptadecino[16,17-e]indazole-8-carboxamide